4-bromo-1-(3-methyl-3-(methylsulfonyl)but-1-yn-1-yl)-6,7-dihydro-5H-cyclopenta[c]pyridine BrC=1C2=C(C(=NC1)C#CC(C)(S(=O)(=O)C)C)CCC2